Seleninocaproic acid [Se](=O)(O)C(C(=O)O)CCCC